C(C)(=O)C1=CC(=CC=2N(CN(S(C21)(=O)=O)[C@@H](C(C)C2=C(C(=CC=C2F)C)C)C2=NNC(O2)=O)C)Cl 5-((1S)-1-(8-acetyl-6-chloro-4-methyl-1,1-dioxido-3,4-dihydro-2H-benzo[e][1,2,4]thiadiazin-2-yl)-2-(6-fluoro-2,3-dimethylphenyl)propyl)-1,3,4-oxadiazol-2(3H)-one